ClC=1C(=C(C=CC1)NC1=C(NC2=C1C(NCC2)=O)C2=CC=NC1=C2N=C(N=C1)OCCCN1CCOCC1)OC 3-[(3-chloro-2-methoxyphenyl)amino]-2-{2-[3-(morpholin-4-yl)propoxy]pyrido[3,2-d]pyrimidin-8-yl}-1H,5H,6H,7H-pyrrolo[3,2-c]pyridin-4-one